CC1(C[C@@H](CN1C(C(F)(F)F)=O)CCC(C=1C=NC=NC1)NS(=O)C(C)(C)C)C N-[3-[(3S)-5,5-dimethyl-1-(2,2,2-trifluoroacetyl)pyrrolidin-3-yl]-1-pyrimidin-5-yl-propyl]-2-methyl-propane-2-sulfinamide